CC1(C=CC2=CC=3CC(CC3C=C12)(C)C)[Li] 1,6,6-trimethyl-1,5,6,7-tetrahydro-s-indacenyl-lithium